OC1=C(C=C(C=C1)C(C)(C)C1=CC(=C(C=C1)O)C)C 2,2-bis(4-hydroxy-3-methylphenyl)propane